ClC1=NC=C(C(=N1)N1C(=NC(=C1)C=O)C)C 1-(2-chloro-5-methylpyrimidin-4-yl)-2-methyl-1H-imidazole-4-carbaldehyde